L-glutamic acid (glutamate) N[C@@H](CCC(=O)O)C(=O)O.N[C@@H](CCC(=O)O)C(=O)O